4-(2-amino-5-chloro-3-fluoro-4-(3-methoxynaphthalen-1-yl)benzoyl)-3-(difluoromethyl)piperazine-1-carboxylic acid tert-butyl ester C(C)(C)(C)OC(=O)N1CC(N(CC1)C(C1=C(C(=C(C(=C1)Cl)C1=CC(=CC2=CC=CC=C12)OC)F)N)=O)C(F)F